2-chloro-N,N-dimethyl-4-(1,2,3,6-tetrahydropyridin-4-yl)benzamide ClC1=C(C(=O)N(C)C)C=CC(=C1)C=1CCNCC1